CC1COC=2CCCC(C2C1(C)C)=O 3,4,4-Trimethyl-2,3,4,6,7,8-hexahydro-5H-chromen-5-on